ClC1=CC=C(C=N1)CC(=O)O (6-chloropyridin-3-yl)acetic acid